ClC1=CC=C(C=N1)CCC(=O)O 3-(6-chloropyridin-3-yl)propanoic acid